[Na].[Na].ClC1=C(C(=O)O)C(=C(C(=C1Cl)Cl)Cl)C=1C2=CC(=C(C(=C2OC2=C(C(C(=CC12)I)=O)I)I)O)C(C)C 2,3,4,5-tetrachloro-6-(6-hydroxy-2,4,5-triiodo-7-isopropyl-3-oxo-3H-xanthen-9-yl)benzoic acid disodium